6-(2-Chloro-5-fluorophenyl)-N3-methylpyridazine-3,4-diamine ClC1=C(C=C(C=C1)F)C1=CC(=C(N=N1)NC)N